C1(CC1)N1N=CC(=C1)B(O)O (1-CYCLOPROPYL-1H-PYRAZOL-4-YL)BORONIC ACID